octyl methoxycinnamate (2-ethylhexyl-para-methoxycinnamate) C(C)C(CC(C(=O)O)=CC1=CC=C(C=C1)OC)CCCC.COC(C(=O)OCCCCCCCC)=CC1=CC=CC=C1